4-(o-tolyl)-3,6-dimethyl-1,2-phenylene dibenzoate C(C1=CC=CC=C1)(=O)OC1=C(C(=C(C=C1C)C1=C(C=CC=C1)C)C)OC(C1=CC=CC=C1)=O